6-[2-cyano-3-[[ethyl(methyl)sulfamoyl]amino]-6-fluoro-phenoxy]-3-[2-[1-[2-[4-[4-[(2,6-dioxo-3-piperidyl)amino]-2-fluoro-phenyl]-1-piperidyl]acetyl]-4-piperidyl]ethyl]-4-oxo-quinazoline C(#N)C1=C(OC=2C=C3C(N(C=NC3=CC2)CCC2CCN(CC2)C(CN2CCC(CC2)C2=C(C=C(C=C2)NC2C(NC(CC2)=O)=O)F)=O)=O)C(=CC=C1NS(N(C)CC)(=O)=O)F